I.NCCCCC(=O)O 5-aminopentanoic acid hydroiodic acid salt